NC=1N(C2=C3C(C=C(NC(C13)=O)C1=C(C=CC=C1)CN(C)C)=NC=N2)C2=C(C(=CC=C2C)O)C 1-amino-7-(2-((dimethylamino)methyl)phenyl)-2-(3-hydroxy-2,6-dimethylphenyl)-2,8-dihydro-9H-2,3,5,8-tetraazabenzo[cd]azulene-9-one